ClC1=CC=C2C(=N1)C(=CN2)NC2=NC1=C(N2)C=CC(=C1)C#CC1CC1 N-(5-Chloro-1H-pyrrolo[3,2-b]pyridin-3-yl)-5-(cyclopropylethynyl)-1H-benzo[d]imidazol-2-amine